P(O)(=O)(OP(=O)(O)OP(=O)(O)O)OC[C@@H]1[C@H]([C@H]([C@@H](O1)N1C(=O)NC(=O)C=C1)OC)O.FC(C(O)C1=C(C=C(C=C1)OC)[N+](=O)[O-])(F)F 2,2,2-trifluoro-1-(4-methoxy-2-nitrophenyl)ethan-1-ol 2'-O-Methyluridine-5'-Triphosphate